(2S,3R,4S,5R)-2-(4-aminopyrrolo[2,1-f][1,2,4]triazin-7-yl)-3,4-bis(benzyloxy)-5-((benzyloxy)methyl)-5-(fluoromethyl)tetrahydrofuran-2-carbonitrile NC1=NC=NN2C1=CC=C2[C@]2(O[C@]([C@H]([C@H]2OCC2=CC=CC=C2)OCC2=CC=CC=C2)(CF)COCC2=CC=CC=C2)C#N